N1N=CC(=C1)C1=CC=C(C=C1)N1C(N(C2(C1)CCOCC2)CC=2C=C(C(=O)NC)C=CC2)=O 3-((3-(4-(1H-pyrazol-4-yl)phenyl)-2-oxo-8-oxa-1,3-diazaspiro[4.5]decan-1-yl)methyl)-N-methylbenzamide